N-(3-(3-amino-4-(1-oxo-1,2,3,4-tetrahydroisoquinolin-6-yl)-1H-pyrazol-1-yl)phenyl)methacrylamide NC1=NN(C=C1C=1C=C2CCNC(C2=CC1)=O)C=1C=C(C=CC1)NC(C(=C)C)=O